1-(5-(6-chloro-7-fluoro-5-methoxy-1-methyl-3-(1H-pyrazol-4-yl)-1H-indol-2-yl)-1H-1,2,4-triazol-3-yl)-2-methoxyethan-1-ol ClC1=C(C=C2C(=C(N(C2=C1F)C)C1=NC(=NN1)C(COC)O)C=1C=NNC1)OC